1-[4-[4-(3-bromo-2-fluoro-anilino)pyrido[3,2-d]pyrimidin-6-yl]piperazin-1-yl]prop-2-en-1-one BrC=1C(=C(NC=2C3=C(N=CN2)C=CC(=N3)N3CCN(CC3)C(C=C)=O)C=CC1)F